3-chloro-7-(chloromethyl)-4-methyl-1H-1,5-naphthyridin-2-one ClC=1C(NC2=CC(=CN=C2C1C)CCl)=O